C[Si](N([Si](C)(C)C)CC=C)(C)C N,N-bis(trimethylsilyl)-allylamine